Cl.C(C)OC(=O)C1=CC=2C(=CN=C(C2)C(F)(F)F)N1CCN 1-(2-aminoethyl)-5-(trifluoromethyl)-1H-pyrrolo[2,3-c]pyridine-2-carboxylic acid ethyl ester hydrochloride